COC1=CC=C(C[C@@H]2NCCOC2)C=C1 (S)-3-(4-methoxybenzyl)morpholine